ClC1=C(C(=CC=C1)C#N)NC(=O)N1CCC(CC1)(C)C1=NOC(=N1)[C@H]1[C@H](C1)F N-(2-chloro-6-cyanophenyl)-4-{5-[(1S,2S)-2-fluorocyclopropyl]-1,2,4-oxadiazol-3-yl}-4-methylpiperidine-1-carboxamide